COC[C@@H]1CN(CC1)[C@H]1CCC2=C(CC1)C=C(C=C2)C=2C=C1C(=NC2)NN=C1C1=CC=C(C=C1)C1=NC=CC=C1C 2-(4-{5-[(7S)-7-[(3S)-3-(Methoxymethyl)pyrrolidin-1-yl]-6,7,8,9-tetrahydro-5H-benzo[7]annulen-2-yl]-1H-pyrazolo[3,4-b]pyridin-3-yl}phenyl)-3-methylpyridine